N-stearylbehenic acid, Amide C(CCCCCCCCCCCCCCCCC)NC(CCCCCCCCCCCCCCCCCCCCC)=O